N-(3-cyclopropoxy-1-(2-methoxyethyl)-1H-pyrazol-4-yl)formamide C1(CC1)OC1=NN(C=C1NC=O)CCOC